CC[C@]12CC(=C)[C@H]3[C@H]([C@@H]1CC[C@]2(C#C)O)CCC4=CCCC[C@H]34 The molecule is a 17beta-hydroxy steroid and a terminal acetylenic compound. It has a role as a contraceptive drug, a progestin and a synthetic oral contraceptive.